FC1=CC=C(C=C1)N(C(OC1=C(C=C(C=C1C(F)(F)F)C(F)(F)F)N1C(N(CC1)C[C@H]1OC1)=O)=O)C([2H])([2H])[2H] (R)-2-(3-(oxiran-2-ylmethyl)-2-oxoimidazolidin-1-yl)-4,6-bis(trifluoromethyl)phenyl (4-fluorophenyl)(methyl-d3)carbamate